2-[amino[1-(pyridin-2-yl)piperidin-4-yl]methyl]-4,5-dichlorophenol NC(C1=C(C=C(C(=C1)Cl)Cl)O)C1CCN(CC1)C1=NC=CC=C1